(Cyclohexylamino)-4-(4-cyclohexylphenyl)-4-oxobutanoic acid C1(CCCCC1)NC(C(=O)O)CC(=O)C1=CC=C(C=C1)C1CCCCC1